C1=CC=CC=2C3=CC=CC=C3C(C12)COC(=O)N[C@H](C(=O)O)CC1CCN(CC1)/C(/NC)=N/S(=O)(=O)C=1C(=C(C2=C(CC(O2)(C)C)C1C)C)C (S,E)-2-((((9H-fluoren-9-yl)methoxy)carbonyl)amino)-3-(1-(N-methyl-N'-((2,2,4,6,7-pentamethyl-2,3-dihydrobenzofuran-5-yl)sulfonyl)carbamimidoyl)piperidin-4-yl)propanoic acid